CC1(OB(OC1(C)C)C1=CCC(CC1)C(F)(F)F)C 4,4,5,5-tetramethyl-2-[4-(trifluoromethyl)cyclohexen-1-yl]-1,3,2-dioxaborolane